C(C)(C)(C)[C@]12C[C@@H](C[C@H](CC1)N2C(=O)O)N(C2=CC1=NNC=C1S2)C.C(C2=CC=CC=C2)S(=O)(=O)N[C@H](CO)C(=O)N[C@@H](CCC2=CC=CC=C2)C(=O)O Benzylsulfonyl-D-seryl-homophenylalanine tert-butyl-(1R,3R,5S)-3-[methyl(2H-thieno[3,2-c]pyrazol-5-yl)amino]-8-azabicyclo[3.2.1]octane-8-carboxylate